ClC1=CC=C(C2=C1C=C(O2)F)COC2=NC(=NC=C2F)C2=CCCCC2 4-(4-((4-chloro-2-fluorobenzofuran-7-yl)methoxy)-5-fluoropyrimidin-2-yl)cyclohex-3-en